BrC=1C=C(C(=O)NCC2=CC=C(C=C2)C)C=CC1 3-bromo-N-(4-methylbenzyl)benzamide